COC(=O)C1=C(CCCO1)OS(=O)(=O)C(F)(F)F 5-(((trifluoromethyl)sulfonyl)oxy)-3,4-Dihydro-2H-pyran-6-carboxylic acid methyl ester